NC1C(OCC12CCN(CC2)C=2C(=NC(=CN2)Br)C(=O)OC)C methyl 3-(4-amino-3-methyl-2-oxa-8-azaspiro[4.5]decan-8-yl)-6-bromopyrazine-2-carboxylate